(S)-8-cyclopentyl-N-(1-(3-(1-methyl-1H-pyrazol-4-yl)phenyl)ethyl)-7H-purine-6-carboxamide C1(CCCC1)C1=NC2=NC=NC(=C2N1)C(=O)N[C@@H](C)C1=CC(=CC=C1)C=1C=NN(C1)C